BrC1=CC=C2C(N(C(C2=C1)(C)C)C(=O)OC(C)(C)C)=O tert-butyl 6-bromo-1,1-dimethyl-3-oxo-isoindoline-2-carboxylate